FC1(CCN(CC1)C(CCCCCCNC1=CC=CC=2N(C(N(C21)C)=O)C2C(NC(CC2)=O)=O)=O)F 3-(4-((7-(4,4-difluoropiperidin-1-yl)-7-oxoheptyl)amino)-3-methyl-2-oxo-2,3-dihydro-1H-benzo[d]imidazol-1-yl)piperidine-2,6-dione